2,3,4,5-tetrahydro-1H-1,5-methano-3-benzazepin-7-amine C12CNCC(C3=C1C=CC(=C3)N)C2